CC(COCCOCCO)CCC 2-(2-((2-methylpentyl)oxy)ethoxy)ethan-1-ol